(1-methyl-1,2-ethanediyl)bis[oxy(methyl-2,1-ethanediyl)] diacrylate 2-hydroxyethyl-methacrylate OCCOC(C(=C)C)=O.C(C=C)(=O)OC(COC(COCC(C)OC(C=C)=O)C)C